2-(4-cyclopropyl-6-methoxypyrimidin-5-yl)-7-(4-(1-isopropyl-4-(trifluoromethyl)-1H-imidazol-2-yl)benzyl)-5-methylpyrrolo[2,1-f][1,2,4]triazine C1(CC1)C1=NC=NC(=C1C1=NN2C(C=N1)=C(C=C2CC2=CC=C(C=C2)C=2N(C=C(N2)C(F)(F)F)C(C)C)C)OC